C(C)(C)C1=CC=2C(C3=CC=CC=C3SC2C(=C1)C(C)C)=O 2,4-diisopropylthioxanth-9-one